NC1=NC=2C=NC(=CC2C2=C1COC2)C(=O)N([C@@H]2COC1=C2C=CC(=C1)OC(F)(F)F)C 4-amino-N-methyl-N-((3S)-6-(trifluoromethoxy)-2,3-dihydro-1-benzofuran-3-yl)-1,3-dihydrofuro[3,4-c][1,7]naphthyridine-8-carboxamide